methyl 2-(1-tert-butoxycarbonyl-4-piperidinyl)-6-isopropoxy-indazole-5-carboxylate C(C)(C)(C)OC(=O)N1CCC(CC1)N1N=C2C=C(C(=CC2=C1)C(=O)OC)OC(C)C